C(C=1C(=CC=CC1[2H])[2H])(=O)N benzamide-2,6-d2